CN1C=C(C=C1)C#N 1-methyl-1H-pyrrole-3-carbonitrile